CC1=NC=CC=C1S(=O)(=O)N 2-methylpyridine-3-sulfonamide